C(C)N1N=CC(=C1C1=NC=C(C=C1F)NC(C)C)C(=O)O 1-Ethyl-5-[3-fluoro-5-(propan-2-ylamino)pyridin-2-yl]pyrazole-4-carboxylic acid